N-(4-(2-aminoacetamido)phenyl)-7-(3,4-dimethoxyphenyl)pyrazolo[1,5-a]pyrimidine-2-carboxamide NCC(=O)NC1=CC=C(C=C1)NC(=O)C1=NN2C(N=CC=C2C2=CC(=C(C=C2)OC)OC)=C1